4-(imidazo[1,2-a]pyridin-3-yl)-7-((5-(4-methylpiperazin-1-yl)pyridin-2-yl)amino)-2,3-dihydro-1H-pyrrolo[3,4-c]pyridin-1-one N=1C=C(N2C1C=CC=C2)C2=NC=C(C1=C2CNC1=O)NC1=NC=C(C=C1)N1CCN(CC1)C